5-methyl-4-(trimethylsilyloxy)-5,6-dihydropyridine-1(2H)-carboxylic acid tert-butyl ester C(C)(C)(C)OC(=O)N1CC=C(C(C1)C)O[Si](C)(C)C